4-sulfo-fluorenone S(=O)(=O)(O)C=1C=CC(C2=CC3=CC=CC=C3C12)=O